adipic acid diglycidyl ester C(C1CO1)OC(CCCCC(=O)OCC1CO1)=O